NC=1C(=NC(=NC1C1=C2C=NNC2=CC=C1C)C1=CC(=CC=C1)C#N)C(=O)N 5-amino-2-(3-cyanophenyl)-6-(5-methyl-1H-indazol-4-yl)pyrimidine-4-carboxamide